5-[(3,4-dibromophenoxyethylsulfanyl)methyl]-1,3,4-oxadiazole-2(3H)-thione BrC=1C=C(OCCSCC2=NNC(O2)=S)C=CC1Br